C(=O)(O)C=1C=C(C=C(C1)C(=O)O)C1=C(C=C(C=C1)C1=CC(=CC(=C1)C(=O)O)C(=O)O)C 1,4-bis(3,5-dicarboxyphenyl)-2-methylbenzene